ethyl 2-(4-chloro-6-methylpyrimidin-2-yl)-2,2-difluoroacetate ClC1=NC(=NC(=C1)C)C(C(=O)OCC)(F)F